phenothiazine butyl-phosphate C(CCC)OP(=O)(O)O.C1=CC=CC=2SC3=CC=CC=C3NC12